C(C)(C)(C)OOOC(=O)OCCCCCCOC(=O)OOOC(C)(C)C 1,6-bis(t-butylperoxycarboxyloxy)hexane